(7S)-4,7,8-trimethyl-2-((cis-3-(3,4,5-trifluorophenoxy)cyclobutyl)amino)-7,8-dihydropteridin-6(5H)-one CC1=NC(=NC=2N([C@H](C(NC12)=O)C)C)N[C@@H]1C[C@@H](C1)OC1=CC(=C(C(=C1)F)F)F